ethyl (3S)-3-amino-3-{5-chloro-4-fluoro-2'-hydroxy-6'-methyl-[1,1'-biphenyl]-3-yl}propanoate N[C@@H](CC(=O)OCC)C=1C=C(C=C(C1F)Cl)C1=C(C=CC=C1C)O